N=1N=CC=2C1NC=CC2 7H-pyrazolo[3,4-b]pyridin